N-[4-(3-acetylphenoxy)-3-sulfamoylphenyl]-2-(2-chlorophenyl)acetamide C(C)(=O)C=1C=C(OC2=C(C=C(C=C2)NC(CC2=C(C=CC=C2)Cl)=O)S(N)(=O)=O)C=CC1